CN1C(=NC(=C1C)C)C=O 1,4,5-TRIMETHYL-1H-IMIDAZOLE-2-CARBALDEHYDE